7-Cyclopropyl-1H-indazole C1(CC1)C=1C=CC=C2C=NNC12